trimethyl-[2-(3,4,5-trifluorophenyl)ethynyl]silane C[Si](C#CC1=CC(=C(C(=C1)F)F)F)(C)C